C(C1=CC=CC=C1)N(C(=S)SSCCCCCCSSC(N(CC1=CC=CC=C1)CC1=CC=CC=C1)=S)CC1=CC=CC=C1 1,6-bis(N,N-dibenzylthiocarbamoyldithio)-hexane